C(C1=CC=CC=C1)SC=1C=CC(=C2C(CCOC12)(F)F)Cl 8-(benzylthio)-5-chloro-4,4-difluorochroman